Cl.CN1C=NC(=C1)NC(=O)C1CNC1 N-(1-methyl-1H-imidazol-4-yl)azetidine-3-carboxamide hydrochloride